4-chloro-N-(4,4-dimethylcyclohexyl)-1H-pyrrolo[2,3-c]pyridine-2-carboxamide ClC1=C2C(=CN=C1)NC(=C2)C(=O)NC2CCC(CC2)(C)C